C(C=C)(=O)N1C[C@@H](N(CC1)C1=NC(N2C3=C(C=C(C=C13)Cl)S(C[C@H](C2)OC)C2=C(C=C(C(=C2)Cl)F)F)=O)C (3s)-8-((s)-4-acryloyl-2-methylpiperazin-1-yl)-10-chloro-l-1-(5-chloro-2,4-difluorophenyl)-3-methoxy-3,4-dihydro-2H,6H-[1,4]thiazepino[2,3,4-ij]quinazolin-6-one